C(C(C)(C)C)C(C(=O)[O-])O neopentylGlycolate